FC1(CCC(CC1)NC=1N=CC2=C(N1)NC=C2C2=CC=1N(C=C2)N=CC1C(=O)N[C@@H]1CC[C@H](CC1)OC)F 5-(2-((4,4-difluorocyclohexyl)amino)-7H-pyrrolo[2,3-d]pyrimidin-5-yl)-N-(trans-4-methoxycyclohexyl)pyrazolo[1,5-a]pyridine-3-carboxamide